C(C)OC(=O)C=1C(=NC2=CC=CC=C2C1O)O 2,4-dihydroxyquinoline-3-carboxylic acid ethyl ester